BrC1=CC=C(C=C1)N1N=C(C(=C1)C=1OC=CC1)[C@@H]1OCC(N1CCC=1C=C2CC(NC2=CC1)=O)=O (2S)-2-(1-(4-bromophenyl)-4-(furan-2-yl)-1H-pyrazol-3-yl)-3-(2-(2-oxoindolin-5-yl)ethyl)oxazolidin-4-one